3-(cyclopropylmethoxy)-N-(3,5-dichloro-pyridin-4-yl)-4-(difluoromethoxy)-N-(5-(4-((2-(2,6-dioxopiperidin-3-yl)-1-oxoisoindolin-4-yl)ethynyl)piperidin-1-yl)-5-oxopentanoyl)benzamide C1(CC1)COC=1C=C(C(=O)N(C(CCCC(=O)N2CCC(CC2)C#CC2=C3CN(C(C3=CC=C2)=O)C2C(NC(CC2)=O)=O)=O)C2=C(C=NC=C2Cl)Cl)C=CC1OC(F)F